C(=O)(O)CN1CCNCCNCCNCC1 carboxymethyl-1,4,7,10-tetraazacyclododecane